ethyl-7-oxa-3,20-diazadispiro(5.1.11.2)heneicosane-21-one C(C)C1CNCCC12OC1(CCCCCCCCCCC1)NC2=O